(R)-1-(tert-butoxycarbonyl)-4,4-difluoropiperidine-2-carboxylic acid C(C)(C)(C)OC(=O)N1[C@H](CC(CC1)(F)F)C(=O)O